trans-N-(4-((4-(3-(6-(benzyloxy)pyridin-3-yl)phenyl)-5-fluoropyrimidin-2-yl)amino)cyclohexyl)acetamide C(C1=CC=CC=C1)OC1=CC=C(C=N1)C=1C=C(C=CC1)C1=NC(=NC=C1F)N[C@@H]1CC[C@H](CC1)NC(C)=O